ethyl 1-(4-cyclopropylphenyl)cyclopropane-1-carboxylate C1(CC1)C1=CC=C(C=C1)C1(CC1)C(=O)OCC